benzyl (2-phenyl-1,3-dioxan-5-yl)carbamate C1(=CC=CC=C1)C1OCC(CO1)NC(OCC1=CC=CC=C1)=O